4-(3-((2-((3-Methyl-1-(3-morpholinopropyl)-1H-pyrazol-4-yl)amino)-5-(trifluoromethyl)pyrimidin-4-yl)amino)propyl)-1,4-oxazepan-5-on CC1=NN(C=C1NC1=NC=C(C(=N1)NCCCN1CCOCCC1=O)C(F)(F)F)CCCN1CCOCC1